FC1([C@H](C1)N1N=NC=C1C=1C=C(C=NC1)N1N=C(C=CC1=O)C(=O)N[C@H](C)C1=C(C(=CC=C1)C(CO)(F)F)F)F 1-[5-[3-[(1S)-2,2-difluorocyclopropyl]triazol-4-yl]-3-pyridyl]-N-[(1R)-1-[3-(1,1-difluoro-2-hydroxy-ethyl)-2-fluoro-phenyl]ethyl]-6-oxo-pyridazine-3-carboxamide